C(C=1C(C(=O)O)=CC=CC1)(=O)O.C(C(=C)C)(=O)OCCO 2-hydroxyethyl methacrylate phthalate